Cl(=O)(=O)(=O)[O-].Cl(=O)(=O)(=O)[O-].C[NH2+]C.C[NH2+]C dimethyl-azanium diperchlorate salt